calcium-copper phosphate P(=O)([O-])([O-])[O-].[Cu+2].[Ca+2]